7-(3-(1-(2-cyclohexylethyl)piperidin-3-yl)-5-oxo-4,5-dihydro-1H-1,2,4-triazol-1-yl)isoquinolin-1(2H)-one C1(CCCCC1)CCN1CC(CCC1)C1=NN(C(N1)=O)C1=CC=C2C=CNC(C2=C1)=O